[Si](C)(C)(C(C)(C)C)OCCCNC1=C2C(=CN(C2=C(C(=C1)Cl)Cl)C=1N=NN(C1)CCO)C=1C=NNC1 2-[4-[4-[3-[tert-butyl(dimethyl)silyl]oxypropylamino]-6,7-dichloro-3-(1H-pyrazol-4-yl)indol-1-yl]triazol-1-yl]ethanol